C(CC(C(=O)N)I)C(C(=O)N)I ethylene-bis-(iodoacetamide)